COC1=CC=C(C=C1)CNCCCCCCC(=O)OCC(CCCCCCCCCCC)CCCCCCCCCCC 2-undecyltridecyl 7-{[(4-methoxyphenyl)methyl]amino}heptanoate